butyl 2-[4-[2-[4-(3-hydroxypropoxy)phenyl]ethynyl]-benzoyl]oxy-5-(4-iodobenzoyl)oxy-benzoate OCCCOC1=CC=C(C=C1)C#CC1=CC=C(C(=O)OC2=C(C(=O)OCCCC)C=C(C=C2)OC(C2=CC=C(C=C2)I)=O)C=C1